N1=CN=CC2=NCCN=C12 6,7-Dihydropteridine